bis-(hydroxyphenyl)-ethylenediamine diacetic acid C(C)(=O)O.C(C)(=O)O.OC1=C(C=CC=C1)NCCNC1=C(C=CC=C1)O